[H-].[Na+].BrC1=C2C(=NN(C2=CC=C1)C1C(NC(CC1)=O)=O)C 3-(4-Bromo-3-methyl-1H-indazol-1-yl)piperidine-2,6-dione Sodium hydride